(E)-N'-(4-chloro-2-iodonaphthalen-1-yl)-N,N-dimethylmethanimidamide ClC1=CC(=C(C2=CC=CC=C12)/N=C/N(C)C)I